N-(2-((1r,4r)-4-formylcyclohexyl)-6-methoxy-1-oxoisoindolin-5-yl)-6-(trifluoromethyl)picolinamide C(=O)C1CCC(CC1)N1C(C2=CC(=C(C=C2C1)NC(C1=NC(=CC=C1)C(F)(F)F)=O)OC)=O